C(\C=C\CCCC)(=O)O trans-2-heptenic acid